(3,3-difluorocyclobutyl)-(5H-pyrrolo[2,3-b]pyrazin-2-yl)methanol FC1(CC(C1)C(O)C=1N=C2C(=NC1)NC=C2)F